2,2-Dimethyl-propionic acid 3-[3-(2,2-dimethyl propionyloxy)-phenyl]-4-methyl-2-{4-[(Z)-3-((R)-3-methyl pyrrolidin-1-yl)propenyl]-phenyl}-2H-chromen-6-yl ester CC(C(=O)OC=1C=C(C=CC1)C=1C(OC2=CC=C(C=C2C1C)OC(C(C)(C)C)=O)C1=CC=C(C=C1)\C=C/CN1C[C@@H](CC1)C)(C)C